ethyl oleate sodium [Na].C(CCCCCCC\C=C/CCCCCCCC)(=O)OCC